C1=CC(=CC=C1CN(CCCCC(=O)O)CP(=O)(O)O)[N+](=O)[O-] The molecule is a C-nitro compound that is the N-(4-nitrobenzyl),N-phosphonomethyl derivative of 5-aminovaleric acid. It has a role as an epitope. It is a C-nitro compound, a monocarboxylic acid and a member of phosphonic acids. It derives from a valeric acid.